C1(=CC=CC=C1)P(C1=CC=CC=C1)[C-]1C=CC=C1.[C-]1(C=CC=C1)P(C1=CC=CC=C1)C1=CC=CC=C1.[Fe+2] bis-(diphenylphosphino)ferrocene